P(OCCCCCCCCCCCCCCC)(OCCCCCCCCCCCCCCC)(OCCCCCCCCCCCCCCC)=S tri(pentadecyl) phosphorothioate